[4-(Methanesulfonylmethyl)piperidin-1-yl]methylaniline CS(=O)(=O)CC1CCN(CC1)CNC1=CC=CC=C1